COC1=C(C=CC(=C1)C(F)(F)F)C1=C(C=C(N=N1)C(=O)C1CN(CCC1)C(=O)OC(C)(C)C)C tert-butyl 3-(6-(2-methoxy-4-(trifluoromethyl)phenyl)-5-methylpyridazine-3-carbonyl)piperidine-1-carboxylate